((3-chloro-2-methylphenyl)amino)-N-(2-methoxy-4-(piperazin-1-yl)phenyl)benzamide ClC=1C(=C(C=CC1)NC1=C(C(=O)NC2=C(C=C(C=C2)N2CCNCC2)OC)C=CC=C1)C